1-m-methoxybenzyl-3-methylimidazole COC=1C=C(CN2CN(C=C2)C)C=CC1